[N+](=O)([O-])C=1C=C(C=CC1)C=1C=CC(=NC1)N 5-(3-nitrophenyl)pyridin-2-amine